(R)-2,2-Bis(fluoromethyl)-3-imino-5-methyl-5-(8-(prop-1-yn-1-yl)dibenzo[b,d]thiophen-2-yl)thiomorpholine 1,1-dioxide FCC1(C(N[C@@](CS1(=O)=O)(C1=CC2=C(SC3=C2C=C(C=C3)C#CC)C=C1)C)=N)CF